FC=1C=C(C=CC1F)C=1C=NC=2CCN(CC2C1)C=1C(=CC=2N(N1)C(C=C(N2)C)=O)C 7-(3-(3,4-difluorophenyl)-7,8-dihydro-1,6-naphthyridin-6(5H)-yl)-2,8-dimethyl-4H-pyrimido[1,2-b]pyridazin-4-one